FC1=CC2=C(C(=CO2)C=2C=C(OC2)C(CCC(=O)OC)=O)C=C1 methyl 4-(4-(6-fluorobenzofuran-3-yl) furan-2-yl)-4-oxobutyrate